C(C(=O)OOOC(C)(C)C)(=O)OCC1=CC=CC=C1 benzyl (tert-butyl peroxy) oxalate